FC=1C=C(C=CC1OC1=CC=NC2=CC(=CN=C12)OC)NC(=O)C=1C(C(=C(N2C1COCC2)C)C2=C(C=C(C=C2)F)C)=O N-[3-fluoro-4-[(7-methoxy-1,5-naphthyridin-4-yl)oxy]phenyl]-7-(4-fluoro-2-methylphenyl)-6-methyl-8-oxo-3,4-dihydro-1H-pyrido[2,1-c][1,4]oxazine-9-carboxamide